6-chloro-N-[5-(2,2-difluoroethoxy)-4,6-dimethoxy-pyrimidin-2-yl]-7-(4-fluoropyrazol-1-yl)-1H-indole-3-sulfonamide ClC1=CC=C2C(=CNC2=C1N1N=CC(=C1)F)S(=O)(=O)NC1=NC(=C(C(=N1)OC)OCC(F)F)OC